C(C)(C)(C)OC(=O)N1CCC(CC1)OC1=NC(=CC=C1)N1N(C(C=2C1=NC(=NC2)SC)=O)C tert-butyl-4-({6-[2-methyl-6-(methylsulfanyl)-3-oxo-1H,2H,3H-pyrazolo[3,4-d]pyrimidin-1-yl]pyridin-2-yl}oxy)piperidine-1-carboxylate